C(#N)C=1C=NN2C1C(=CC(=C2)C=2C=NN(C2)C)C=2C=CC(=NC2)N2C[C@H](OCC2)C(=O)NC(C)C (S)-4-(5-(3-cyano-6-(1-methyl-1H-pyrazol-4-yl)pyrazolo[1,5-a]pyridin-4-yl)pyridin-2-yl)-N-isopropylmorpholine-2-carboxamide